CC1(CCC(CC1)NC=1N=C(C2=C(N1)NC=C2C2=NC=1N(C=C2)N=CC1)NC)O trans-1-methyl-4-((4-(methylamino)-5-(pyrazolo[1,5-a]pyrimidin-5-yl)-7H-pyrrolo[2,3-d]pyrimidin-2-yl)amino)cyclohexan-1-ol